N1=CC=C(C=C1)OC1=CC=C(C=C1)NC(C1=CC(=CC=C1)NC1=CC=NC2=CC=CC=C12)=O N-(4-(pyridin-4-yloxy)phenyl)-3-(quinolin-4-ylamino)benzamide